C(C)(C)(C)OC(CC[C@H](CC(C[C@H](CCCCNC(CCCCC[N+]1=CC(C2=CC(=CC=C12)S(=O)(=O)O)(C)C)=O)C(=O)OC(C)(C)C)=O)C(=O)OC(C)(C)C)=O 1-(6-(((5S,9R)-12-(tert-butoxy)-5,9-bis(tert-butoxycarbonyl)-7,12-dioxododecyl)amino)-6-oxohexyl)-3,3-dimethyl-5-sulfo-3H-indol-1-ium